CC(=O)N[C@@H]1[C@H]([C@@H]([C@H](OC1O)CO)O[C@H]2[C@@H]([C@H]([C@@H](O2)[C@@H](CO)O)O)O)O The molecule is an amino disaccharide consisting of beta-D-galactofyanosyl and 2-acetamido-2-deoxy-D-glucopyranose residues joined in sequence by a (1->4) glycosidic bond. It is an amino disaccharide and a member of acetamides. It derives from a beta-D-galactofuranose and a N-acetyl-D-glucosamine.